[Br-].CC1N(C2=CC=CC=C2C1(C)C)[NH3+] 2,3,3-trimethyl-3H-indol-1-yl-ammonium bromide